C(C)(C)(C)OC(=O)N(CCC1=CC=C(C=C1)NC(=O)C1=C(C=C(C(=O)OC)C=C1)NC(=O)C=1OC2=CC=CC=C2C(C1)=O)C Methyl 4-((4-(2-((tert-butoxycarbonyl)(methyl)amino)ethyl)phenyl)carbamoyl)-3-(4-oxo-4H-chromene-2-carboxamido)benzoate